OC(CCCCCC(=O)OCCCCCCC(CCCC)CCCC)CCCCCC(=O)OCCCCCCCCCCC 1-(7-butylundecyl) 13-undecyl 7-hydroxytridecanedioate